NC1(CC1)C=1C(=C(C=CC1)O)F 3-(1-Aminocyclopropyl)-2-fluorophenol